prop-2-enyl (3S)-3-(dimethylamino)-3-[9H-fluoren-9-ylmethoxycarbonyl(methyl)amino]-4-oxobutanoate CN([C@](CC(=O)OCC=C)(C=O)N(C)C(=O)OCC1C2=CC=CC=C2C=2C=CC=CC12)C